ClC1=C(C=CC=C1)NC(=O)C1=CC=C(NC2=NC(=NC=C2F)NC2=CC=C(C=N2)C(=O)O)C=C1 6-[[4-[4-[(2-chlorophenyl)carbamoyl]anilino]-5-fluoro-pyrimidin-2-yl]amino]pyridine-3-carboxylic acid